(4-aminophenoxy)-1-piperidinecarboxylic acid tert-butyl ester C(C)(C)(C)OC(=O)N1C(CCCC1)OC1=CC=C(C=C1)N